(1CIs)-Tyrosine N[C@@H](CC1=CC=C(C=C1)O)C(=O)O